CC=1N(C=2C(=NC=C(C2)C=2C=CN3N=C(N=CC32)NC3CC(C3)O)N1)C1CCOCC1 3-((5-(2-methyl-1-(tetrahydro-2H-pyran-4-yl)-1H-imidazo[4,5-b]pyridin-6-yl)pyrrolo[2,1-f][1,2,4]triazin-2-yl)amino)cyclobutan-1-ol